8-fluoro-2-(4'-fluoro-[1,1'-biphenyl]-4-yl)-3-methylquinoline-4-carboxylic acid FC=1C=CC=C2C(=C(C(=NC12)C1=CC=C(C=C1)C1=CC=C(C=C1)F)C)C(=O)O